[N+](=O)([O-])C=1C=CC(=C(C(=O)O)C1)C(F)(F)F 5-nitro-2-(trifluoromethyl)benzoic acid